C(CCCCCCCCCCC)CN(CC(C[N+]1(C(=NC=C1C)C)CCO)O)C 1-(3-(dodecyldimethylamino)-2-hydroxypropyl)-1-(2-hydroxyethyl)-2,5-dimethyl-1H-imidazol-1-ium